3-([1,1':4',1''-terphenyl]-2-yl)-2-phenyl-1H-indole C1(=C(C=CC=C1)C1=C(NC2=CC=CC=C12)C1=CC=CC=C1)C1=CC=C(C=C1)C1=CC=CC=C1